(3,4-epoxycyclohexyl)hexyltriethoxysilane C1(CC2C(CC1)O2)CCCCCC[Si](OCC)(OCC)OCC